2-amino-7-isopropyl-5-oxochromeno[2,3-b]pyridine-3-carboxylic acid NC1=C(C=C2C(=N1)OC1=CC=C(C=C1C2=O)C(C)C)C(=O)O